(2-{[(1S)-1-(3-Fluoropyridin-2-yl)ethyl]amino}-1,3-thiazol-5-yl)[3-(methoxymethyl)[1,4'-bipiperidine]-1'-yl]methanone FC=1C(=NC=CC1)[C@H](C)NC=1SC(=CN1)C(=O)N1CCC(CC1)N1CC(CCC1)COC